5-(bromomethyl)benzo[b]thiophene-2-carboxylic acid ethyl ester C(C)OC(=O)C1=CC2=C(S1)C=CC(=C2)CBr